BrC1=C(C(=CC(=C1)OC)C#C)C#CCCCC 1-bromo-3-ethynyl-2-(hex-1-yn-1-yl)-5-methoxybenzene